tert-butyl (2-(cyclopropylamino)ethyl)(methyl)carbamate C1(CC1)NCCN(C(OC(C)(C)C)=O)C